(1-isopropyl-4-phenyl-1H-pyrrol-2-yl)(3,4,5-trimethoxyphenyl)methanone C(C)(C)N1C(=CC(=C1)C1=CC=CC=C1)C(=O)C1=CC(=C(C(=C1)OC)OC)OC